1-(5-((4-(3-chloropyridin-2-yl)piperazin-1-yl)methyl)-1-oxoisoindolin-2-yl)dihydropyrimidine-2,4(1H,3H)-dione ClC=1C(=NC=CC1)N1CCN(CC1)CC=1C=C2CN(C(C2=CC1)=O)N1C(NC(CC1)=O)=O